BrCCCCCOC1=CC2=C(C(N3[C@H](C(N2COCC[Si](C)(C)C)=O)CC(C3)=O)=O)C=C1OC (11aS)-8-[(5-Bromopentyl)oxy]-7-methoxy-10-{[2-(trimethylsilyl)ethoxy]methyl}-1H-pyrrolo[2,1-c][1,4]benzodiazepin-2,5,11(3H,10H,11aH)-trione